BrC=1C=C(C=C(C1)F)NN (3-bromo-5-fluorophenyl)hydrazine